5-(3-methyl-1-(1-methylpiperidin-4-yl)-2-oxo-2,3-dihydro-1H-benzo[d]imidazol-5-yl)-N-((4-methyl-2-oxo-1,2-dihydropyridin-3-yl)methyl)benzamide CN1C(N(C2=C1C=C(C=C2)C=2C=CC=C(C(=O)NCC=1C(NC=CC1C)=O)C2)C2CCN(CC2)C)=O